BrC1=NC=C(C(=C1)C1=C(C=NC(=C1)C)C(=O)NC=1SC(=NN1)OCC1CCC(CC1)O[Si](C)(C)C(C)(C)C)OC 2'-bromo-N-(5-(((1r,4r)-4-((tert-butyldimethylsilyl)oxy)cyclohexyl)methoxy)-1,3,4-thiadiazol-2-yl)-5'-methoxy-6-methyl-(4,4'-bipyridine)-3-carboxamide